3-((3-Butyl-2-methyl-7-(methylthio)-1,1-dioxido-5-phenyl-2,3,4,5-tetrahydro-1,2,5-benzothiadiazepin-8-yl)oxy)-2,2-dimethylpropanoic acid C(CCC)C1N(S(C2=C(N(C1)C1=CC=CC=C1)C=C(C(=C2)OCC(C(=O)O)(C)C)SC)(=O)=O)C